2-(6-{5-chloro-2-[(oxacyclohex-4-yl)amino]pyrimidin-4-yl}-1-oxo-2,3-dihydro-1H-isoindol-2-yl)-N-[2-(hydroxymethyl)-2,3-dihydro-1H-inden-1-yl]acetamide ClC=1C(=NC(=NC1)NC1CCOCC1)C1=CC=C2CN(C(C2=C1)=O)CC(=O)NC1C(CC2=CC=CC=C12)CO